C(C1=CC=CC=C1)N1C[C@@H](CC1)C(=O)OC[C@@H]1C[C@H]2N(CCC3=CC(=C(C=C23)OC)OC)C[C@H]1CC(C)C [(2R,3S,11bR)-9,10-dimethoxy-3-(2-methylpropyl)-1H,2H,3H,4H,6H,7H,11bH-pyrido[2,1-a]isoquinolin-2-yl]methyl (3R)-1-benzylpyrrolidine-3-carboxylate